N1N=C(N=C1)[C@H](C)NC(=O)C=1C=C(C=2N(C1)C=C(N2)C=2SC(=CC2)C)N2CCNCC2 (5-Methyl-thiophen-2-yl)-8-piperazin-1-yl-imidazo[1,2-a]pyridine-6-carboxylic acid [(S)-1-(1H-[1,2,4]triazol-3-yl)-ethyl]-amide